8-bromo-3-(methoxymethyloxy)-1-naphthaldehyde BrC=1C=CC=C2C=C(C=C(C12)C=O)OCOC